FC(N1C2=C(C=3C=CC(=CC13)C=1C=C(C(=NC1)N1CCC(CC1)(F)CCN1CCN(CC1)C=1C=C3C(N(C(C3=CC1)=O)C1C(NC(CC1)=O)=O)=O)F)C=NC=C2)F 5-(4-(2-(1-(5-(5-(difluoromethyl)-5H-pyrido[4,3-b]indol-7-yl)-3-fluoropyridin-2-yl)-4-fluoropiperidin-4-yl)ethyl)piperazin-1-yl)-2-(2,6-dioxopiperidin-3-yl)isoindoline-1,3-dione